C(C)OC(=O)[C@H]1NC2=CC=C(C=C2[C@@H]([C@H]1CCCCC)SC1=CC=CC=C1)OC (2S,3S,4R)-Ethyl-6-methoxy-3-pentyl-4-(phenylthio)-1,2,3,4-tetrahydroquinoline-2-carboxylate